ClC1=C2C(N([C@](C2=CC=C1)(C(=O)OC)CC=O)CC1=CC=C(C=C1)OC)=O |r| rac-Methyl 4-chloro-2-(4-methoxybenzyl)-3-oxo-1-(2-oxoethyl)isoindoline-1-carboxylate